CC(C(=O)N)=CC methyl-but-2-enamide